4-((3,8-Dimethyl-2,3-dihydro-1H-pyrido[2,3-b][1,4]thiazin-7-yl)amino)-N-(4-(4-methylpiperazin-1-yl)phenyl)-2-oxo-1,2-dihydropyridine-3-carboxamide CC1CNC2=C(S1)N=CC(=C2C)NC2=C(C(NC=C2)=O)C(=O)NC2=CC=C(C=C2)N2CCN(CC2)C